9-(4-chloro-2-fluoro-phenyl)-7-[(2R,4S)-2-(1-cyclobutyl-6-keto-3-pyridyl)tetrahydropyran-4-yl]-2,3-dimethyl-pyrimido[1,2-b]pyridazin-4-one ClC1=CC(=C(C=C1)C=1C=2N(N=C(C1)[C@@H]1C[C@@H](OCC1)C1=CN(C(C=C1)=O)C1CCC1)C(C(=C(N2)C)C)=O)F